N-methyl-N'-propylimidazolium CN1C=[N+](C=C1)CCC